COC(NC1=NC=C(C=C1)C1=CN=C2N1C=C(C=C2)C(=O)N2CCCC1=C(C=CC=C21)OC(F)F)=O.BrC2=C(C=CC=C2)CCNC(C)=O N-(2-bromophenyl-ethyl)acetamide methyl-N-[5-[6-[5-(difluoromethoxy)-3,4-dihydro-2H-quinoline-1-carbonyl]imidazo[1,2-a]pyridin-3-yl]-2-pyridyl]carbamate